1-((1-(4-fluoro-3-(trifluoromethyl)phenyl)cyclopropyl)((1-methylazetidin-2-yl)methyl)amino)-2-methylpropan-2-ol FC1=C(C=C(C=C1)C1(CC1)N(CC(C)(O)C)CC1N(CC1)C)C(F)(F)F